C(=C)NC(CNCCC[Si](OC)(OC)OC)CC1=CC=CC=C1 3-(N-vinylbenzyl-2-aminoethyl)aminopropyltrimethoxysilane